3-(3-chloro-4-fluorophenyl)-5-(2-(3-fluoropyrrolidin-1-yl)-2-oxoethyl)-1-(1-methyl-1H-pyrazol-4-yl)-1H-pyrrolo[3,2-c]pyridin-4(5H)-one ClC=1C=C(C=CC1F)C1=CN(C2=C1C(N(C=C2)CC(=O)N2CC(CC2)F)=O)C=2C=NN(C2)C